9,9'-((6-(9H-carbazol-9-yl)-4-(2-(2,6-diphenylpyridin-4-yl)phenyl)pyridine-2,5-diyl)bis(4,1-phenylene))bis(3,6-dimethyl-9H-carbazole) C1=CC=CC=2C3=CC=CC=C3N(C12)C1=C(C(=CC(=N1)C1=CC=C(C=C1)N1C2=CC=C(C=C2C=2C=C(C=CC12)C)C)C1=C(C=CC=C1)C1=CC(=NC(=C1)C1=CC=CC=C1)C1=CC=CC=C1)C1=CC=C(C=C1)N1C2=CC=C(C=C2C=2C=C(C=CC12)C)C